CC1CCC(CC1)[C@@H](C(NC1=NC=CC(=C1)CN1C(N[C@@H](C1)C(F)(F)F)=O)=O)NC(OC(C)(C)C)=O Tert-butyl ((S)-1-((1r,4S)-4-methylcyclohexyl)-2-oxo-2-((4-(((S)-2-oxo-4-(trifluoro-methyl)imidazolidin-1-yl)methyl)pyridin-2-yl)amino)ethyl)carbamate